(R)-N-(3-((3-(dimethylamino)pyrrolidin-1-yl)methyl)-5-(trifluoromethyl)phenyl)-1-((3-methyl-1H-pyrazolo[3,4-b]pyridin-5-yl)methyl)indoline-6-carboxamide CN([C@H]1CN(CC1)CC=1C=C(C=C(C1)C(F)(F)F)NC(=O)C1=CC=C2CCN(C2=C1)CC=1C=C2C(=NC1)NN=C2C)C